NC=1C=C(C=CC1F)C1=C(C=C(C=C1)C1=NNC(OC1)=O)C(F)(F)F 5-[3'-Amino-4'-fluoro-2-(trifluoromethyl)biphenyl-4-yl]-3,6-dihydro-2H-1,3,4-oxadiazin-2-one